N-[5-(1H-benzimidazol-2-yl)-1-methyl-pyrazol-3-yl]-6-[4-(oxetan-3-yl)piperazin-1-yl]pyridine-3-carboxamide N1C(=NC2=C1C=CC=C2)C2=CC(=NN2C)NC(=O)C=2C=NC(=CC2)N2CCN(CC2)C2COC2